CN1C(SC(=C1C)C1=NC(=NC=C1)NC1=CC=C(C=C1)N1CCNCC1)=O 3,4-dimethyl-5-[2-(4-piperazin-1-yl-phenylamino)-pyrimidin-4-yl]-3H-thiazol-2-one